5-chloro-N-(4-fluorobenzyl)-N-(4-isobutoxybenzyl)-4-(pyrrolidin-3-yl)pyrimidin-2-amine ClC=1C(=NC(=NC1)N(CC1=CC=C(C=C1)OCC(C)C)CC1=CC=C(C=C1)F)C1CNCC1